ClC=1C=C(C=C(C1CC=1OC(N(N1)C(C)C)=O)Cl)C=1C(NC(N(N1)C(F)F)=O)=O 6-(3,5-dichloro-4-((4-isopropyl-5-oxo-4,5-dihydro-1,3,4-oxadiazol-2-yl)methyl)phenyl)-2-(difluoromethyl)-1,2,4-triazine-3,5(2H,4H)-dione